C(C)(C)(C)NS(=O)(=O)C=1SC(=CC1C1=CC=C(C=C1)CN1C=NC2(CC2)C1=O)CC(C)C N-(tert-butyl)-5-isobutyl-3-(4-((7-oxo-4,6-diazaspiro[2.4]hept-4-en-6-yl)methyl)phenyl)thiophene-2-sulfonamide